COC([C@H](C[C@H]1C(NCCC1)=O)NC(C(CC1C(C1)(C)C)NC(=O)OCC1=CC=CC=C1)=O)=O.CS(=O)(=O)N1CCNCC1 1-methanesulfonyl-piperazin methyl-(2S)-2-[[2-(benzyloxycarbonylamino)-3-(2,2-dimethylcyclopropyl)propanoyl]amino]-3-[(3S)-2-oxo-3-piperidyl]propanoate